4-(1-(2-Chloro-4-(1-methyl-1H-1,2,3-triazol-5-yl)phenyl)-1H-imidazol-4-yl)-N-(1-(methylsulfonyl)piperidin-4-yl)-5-(trifluoromethyl)pyrimidin-2-amine ClC1=C(C=CC(=C1)C1=CN=NN1C)N1C=NC(=C1)C1=NC(=NC=C1C(F)(F)F)NC1CCN(CC1)S(=O)(=O)C